CC1(OB(OC1(C)C)C=CC12CCCN2CCC1/C=C/C(=O)OC(CCCCCCCCCC)(C(=O)O)C(=O)O)C (E)-7a-(2-(4,4,5,5-tetramethyl-1,3,2-dioxaborolan-2-yl)vinyl)hexahydro-1H-pyrrolizineacryloxy-1,1-undecanedicarboxylic acid